4-nitrobenzenesulfinamide [N+](=O)([O-])C1=CC=C(C=C1)S(=O)N